ethynylribose C(#C)C(=O)[C@H](O)[C@H](O)[C@H](O)CO